FC1=C(CN2N=C3N([C@H](CC[C@H]3C)C(=O)O)C2=O)C=CC(=C1)F |r| (5RS,8RS)-2-(2,4-Difluorobenzyl)-8-methyl-3-oxo-2,3,5,6,7,8-hexahydro[1,2,4]triazolo[4,3-a]pyridine-5-carboxylic acid